(3R,4S)-3-[(4R)-benzyl-2-oxo-oxazolidine-3-carbonyl]-4-phenyl-pyrrolidine-1-carboxylic acid tert-butyl ester C(C)(C)(C)OC(=O)N1C[C@@H]([C@H](C1)C1=CC=CC=C1)C(=O)N1C(OC[C@H]1CC1=CC=CC=C1)=O